ClC1=C2C(=NC=C1C1=CC(=NC=C1)N1C(CN(CC1)C(=O)OC(C)(C)C)=O)NC=C2C2CC2 tert-butyl 4-(4-(4-chloro-3-cyclopropyl-1H-pyrrolo[2,3-b]pyridin-5-yl) pyridin-2-yl)-3-oxopiperazine-1-carboxylate